ClC1=CNC=2N=C(N=C(C21)OC[C@H]2CNC[C@@H]2OC)NC=2C=NN(C2)C 5-chloro-4-(((3R,4R)-4-methoxypyrrolidin-3-yl)methoxy)-N-(1-methyl-1H-pyrazol-4-yl)-7H-pyrrolo[2,3-d]pyrimidin-2-amine